2-[[6-[5-Ethyl-3-methyl-4-oxo-6-(trifluoromethyl)imidazo[4,5-c]pyridin-2-yl]-5-ethylsulfanyl-3-pyridyl]oxy]-2-methyl-propanenitrile C(C)N1C(C2=C(C=C1C(F)(F)F)N=C(N2C)C2=C(C=C(C=N2)OC(C#N)(C)C)SCC)=O